(piperidin-1-yl)-2-(2-(pyridin-4-yl)-1H-benzimidazol-5-yl)isoindolin-1-one N1(CCCCC1)C1N(C(C2=CC=CC=C12)=O)C1=CC2=C(NC(=N2)C2=CC=NC=C2)C=C1